BrC1=CC=C(C=C1)C1=C(C(=[O+]C=C1)C1=CC=C(C=C1)Br)C1=CC=C(C=C1)Br tris(4-bromophenyl)pyrylium